C(#N)C1=CC=C(C=C1)NC(NC=1C=C(C(=O)O)C=C(C1)NC(=O)NC1=CC=C(C=C1)C=1NCCN1)=O 3-(3-(4-cyanophenyl)ureido)-5-(3-(4-(4,5-dihydro-1H-imidazol-2-yl)phenyl)ureido)benzoic acid